Cl.C1(CCCCC1)C1=C(NC2=CC=CC=C12)C(=O)NC[C@@H](C(CCN)O)N 3-cyclohexyl-N-((2S)-2,5-diamino-3-hydroxypentyl)-1H-indole-2-carboxamide hydrogen chloride salt